C(CCCC(=O)OC1=C(C(=C(C(=C1F)F)F)F)F)(=O)OCC1=CC=CC=C1 benzyl (perfluorophenyl) glutarate